OC=1C=CC=C2C=CC=NC12.[Zn] zinc 8-hydroxyquinoline salt